C1(=CC=CC=C1)C1CCC=2C1=NN(C2)C=2C=C(C=NC2)C#CC2=CN=C1N2N=CC=C1 3-((5-(6-phenyl-5,6-dihydrocyclopenta[c]pyrazol-2(4H)-yl)pyridin-3-yl)ethynyl)imidazo[1,2-b]pyridazine